4-bromo-9,9'-spirobi(fluorene) BrC1=CC=CC=2C3(C4=CC=CC=C4C12)C1=CC=CC=C1C=1C=CC=CC13